(R)-1'-(6-amino-5-((2-amino-3-chloropyridin-4-yl)thio)pyrazin-2-yl)-6-methoxy-2,3-dihydrospiro[indene-1,4'-piperidin]-2-amine NC1=C(N=CC(=N1)N1CCC2(CC1)[C@@H](CC1=CC=C(C=C12)OC)N)SC1=C(C(=NC=C1)N)Cl